C(C)(C)(C)OC(=O)N[C@@H](C(C)C)C(=O)OCC([C@H](C[C@H]1C(NCCC1)=O)NC([C@@H](NC(=O)C=1NC2=C(C=C(C=C2C1)F)F)CC1CC1)=O)=O (3S)-3-{[3-cyclopropyl-N-(5,7-difluoro-1H-indole-2-carbonyl)-L-alanyl]amino}-2-oxo-4-[(3S)-2-oxopiperidin-3-yl]butyl N-(tert-butoxycarbonyl)-L-valinate